3,7-dimethyloct-6-ene-1,2,3-triol CC(C(CO)O)(CCC=C(C)C)O